methylsulfonyl-[3-[(1R)-3-[3-(2-pyridyl)azetidin-1-yl]-1-[[(6S)-6-tert-butyl-5,6,7,8-tetrahydrothieno[2,3-b]quinoline-2-carbonyl]amino]propyl]phenyl]azanide CS(=O)(=O)[N-]C1=CC(=CC=C1)[C@@H](CCN1CC(C1)C1=NC=CC=C1)NC(=O)C1=CC=2C(=NC=3CC[C@@H](CC3C2)C(C)(C)C)S1